N-(cyclopropylmethyl)-7-methoxy-6-[(2-methyl-1,2-oxazolidin-5-yl)methoxy]-1H,2H,3H-cyclopenta[b]quinolin-9-amine C1(CC1)CNC1=C2C(=NC=3C=C(C(=CC13)OC)OCC1CCN(O1)C)CCC2